methyl (S)-lactate C([C@@H](O)C)(=O)OC